C(C)(C)OC(=O)OC[C@@H]1[C@H]([C@@H]([C@H]([C@@H](O1)OC1=NN(C(=C1CC1=CC=C(C=C1)OC)C)C(C)C)O)O)O 3-(6-O-isopropoxycarbonyl-β-D-glucopyranosyloxy)-1-isopropyl-4-[(4-methoxyphenyl)-methyl]-5-methylpyrazole